[Cl-].C(CCCCCCC\C=C/C\C=C/CCCCC)(=O)[O-].[NH4+].[NH4+] ammonium linoleate chloride